BrC=1C(C2=CC(=CC=C2C1C1=C(N=CS1)C)OCCOC1=CC=CC=C1)=O 2-bromo-3-(4-methylthiazol-5-yl)-6-(2-phenoxyethoxy)-inden-1-one